Dec-3-en-2-thione hydrochloride Cl.CC(C=CCCCCCC)=S